tert-butyl 7-(4,4,5,5-tetramethyl-1,3,2-dioxaborolan-2-yl)-3-oxa-9-azabicyclo[3.3.1]non-6-ene-9-carboxylate CC1(OB(OC1(C)C)C1=CC2COCC(C1)N2C(=O)OC(C)(C)C)C